CC=1NC=CC1 2-methylpyrrole